N1CCC(CC1)NC(=O)NCCOCCOCC(=O)O 2-[2-[2-(4-piperidylcarbamoylamino)ethoxy]ethoxy]acetic acid